1-{1-[2-(carbamoylamino)acetyl]piperidin-3-yl}-3-[(5-chloro-1H-indol-2-yl)methyl]-1-methylurea C(N)(=O)NCC(=O)N1CC(CCC1)N(C(=O)NCC=1NC2=CC=C(C=C2C1)Cl)C